6-(2-(tert-butylamino)-1,1-difluoro-2-oxoethyl)-N-(3-cyano-4-fluorophenyl)-7-methyl-3,4-dihydro-1H-pyrrolo[2,1-c][1,4]oxazine-8-carboxamide C(C)(C)(C)NC(C(F)(F)C1=C(C(=C2COCCN21)C(=O)NC2=CC(=C(C=C2)F)C#N)C)=O